N-(2-carboxyethyl)glycine C(=O)(O)CCNCC(=O)O